S1C(=CC=C1)C(C=CC=1SC=CC1)=O 1,3-bis(thien-2-yl)prop-2-en-1-one